6-bromo-2-hydroxy-1,2-benzoxaborole BrC1=CC2=C(CB(O2)O)C=C1